ethyl 2-(2-(3-chloro-2-oxopyrazin-1(2H)-yl)cyclopentyl)acetate ClC=1C(N(C=CN1)C1C(CCC1)CC(=O)OCC)=O